[Co].C1=CC=CC=CC=C1.C1=CC=CC=CC=C1 bis(cyclooctatetraene) cobalt (0)